IC(CCC1=CC=C(C=C1)OC(C)C)C 1-(3-iodobutyl)-4-isopropoxy-benzene